OC1=C(C=C(C=C2C(OC(OC2=O)(C)C)=O)C=C1)OC 5-(4-hydroxy-3-methoxyl-benzylidene)-2,2-dimethyl-1,3-dioxane-4,6-dione